ethyl (2R,3S)-1-(4-methoxybenzyl)-3-(trifluoromethyl)aziridine-2-carboxylate COC1=CC=C(CN2[C@H]([C@H]2C(F)(F)F)C(=O)OCC)C=C1